3-(5-((2-(4-Diphenylmethylpiperazin-1-yl)ethyl)amino)-2-methyl-4-oxoquinazoline-3(4H)-yl)piperidine-2,6-dione C1(=CC=CC=C1)C(N1CCN(CC1)CCNC1=C2C(N(C(=NC2=CC=C1)C)C1C(NC(CC1)=O)=O)=O)C1=CC=CC=C1